C(C)(CCCCC)OC(=O)C1=CC=C(O)C=C1 secondary heptylparaben